FC=1C(=NC(=NC1)C1=CN(C2=NC=C(C=C21)F)S(=O)(=O)C2=CC=C(C)C=C2)N[C@@H]2C[C@@H](CCC2)NC(=O)C2=NC=CC(=C2)COC(=O)N[C@H](C(C)C)C(=O)OC methyl (((2-(((1R,3S)-3-((5-fluoro-2-(5-fluoro-1-tosyl-1H-pyrrolo[2,3-b]pyridin-3-yl)pyrimidin-4-yl)amino)cyclohexyl)carbamoyl)pyridin-4-yl)methoxy)carbonyl)-D-valinate